C(C1=CC=CC=C1)OC1=NN=C(C2=CC(=CC=C12)C(=O)O)Cl 1-Benzyloxy-4-chlorophthalazine-6-carboxylic acid